6-chloro-3-[5-(4-methoxyphenyl)-4,5-dihydro-1H-pyrazol-3-yl]-4-(2-phenylethyl)-1H-quinolin-2-one ClC=1C=C2C(=C(C(NC2=CC1)=O)C1=NNC(C1)C1=CC=C(C=C1)OC)CCC1=CC=CC=C1